CN1C(CC(CC1(C)C)C(C(C)(C1CC(N(C(C1)(C)C)C)(C)C)C1CC(N(C(C1)(C)C)C)(C)C)(C)C1CC(N(C(C1)(C)C)C)(C)C)(C)C tetra(1,2,2,6,6-pentamethyl-4-piperidyl)butane